C(C)OC(=O)C1=C(C2=C(S1)C=CC=C2F)C 4-fluoro-3-methylbenzo[b]thiophene-2-carboxylic acid ethyl ester